tert-butyl 2,3-dihydro-1H-pyrrole-1-carboxylate N1(CCC=C1)C(=O)OC(C)(C)C